methyl (2S,3S)-3-(1-ethyl-4-methyl-benzotriazol-5-yl)-2-methyl-3-[2-(2,3,5,6-tetramethylbenzoyl)-3,4-dihydro-1H-isoquinolin-7-yl]propanoate C(C)N1N=NC2=C1C=CC(=C2C)[C@@H]([C@@H](C(=O)OC)C)C2=CC=C1CCN(CC1=C2)C(C2=C(C(=CC(=C2C)C)C)C)=O